Tert-butyl N-[(tert-butoxy)carbonyl]-N-(3-methyl-5-nitropyridin-2-yl)carbamate C(C)(C)(C)OC(=O)N(C(OC(C)(C)C)=O)C1=NC=C(C=C1C)[N+](=O)[O-]